copper silver alloyl-carbon C(C=C)(=O)[C].[Ag].[Cu]